(E)-N-(4-(1-(4-(4-(2-(2-((2-(2,6-dioxopiperidin-3-yl)-1,3-dioxoisoindolin-4-yl)thio)ethoxy)acetyl)piperazin-1-yl)benzoyl)piperidin-4-yl)butyl)-3-(pyridin-3-yl)acrylamide O=C1NC(CCC1N1C(C2=CC=CC(=C2C1=O)SCCOCC(=O)N1CCN(CC1)C1=CC=C(C(=O)N2CCC(CC2)CCCCNC(\C=C\C=2C=NC=CC2)=O)C=C1)=O)=O